NC=1N=CN(C(C1C(=O)OC)=O)C1=C(C=C(C=C1Cl)[C@@H](CF)F)Cl methyl (S)-4-amino-1-(2,6-dichloro-4-(1,2-difluoroethyl)phenyl)-6-oxo-1,6-dihydropyrimidine-5-carboxylate